S(=O)(=O)(O)S(=O)[O-] hydrogen pyrosulfite